3-cyclopropyl-5-(5-(((tetrahydro-2H-pyran-2-yl)oxy)methyl)-1-((trimethylsilyl)methyl)-1H-1,2,3-triazol-4-yl)-2-((2-(trimethylsilyl)ethoxy)methoxy)pyrazine C1(CC1)C=1C(=NC=C(N1)C=1N=NN(C1COC1OCCCC1)C[Si](C)(C)C)OCOCC[Si](C)(C)C